COC1=CC=2N(C=C1)C(=CN2)C2=CC(=NC=N2)NCC2=NC=C(C=C2)C2=NN(N=C2)C [6-(7-methoxy-imidazo[1,2-a]pyridin-3-yl)-pyrimidin-4-yl]-[5-(2-methyl-2H-[1,2,3]triazol-4-yl)-pyridin-2-ylmethyl]-amine